C1=CC=CC=2C3=CC=CC=C3N(C12)C1=C(C#N)C(=C(C(=C1C#N)N1C2=CC=CC=C2C=2C=CC=CC12)Cl)N1C2=CC=CC=C2C=2C=CC=CC12 2,4,6-tri(9H-carbazole-9-yl)-5-chloro-isophthalonitrile